(2-aminopyridin-4-yl)-N2-(tert-butyl)pyrido[4,3-d]pyrimidine-2,5-diamine NC1=NC=CC(=C1)C=1C2=C(N=C(N1)NC(C)(C)C)C=CN=C2N